methyl-dodecanol CC(CCCCCCCCCCC)O